C(C1=CC=CC=C1)(C1=CC=CC=C1)N1CCC(CC1)N1CC2=C(C=CC=C2CC1)F 2-(1-benzhydryl-piperidin-4-yl)-8-fluoro-1,2,3,4-tetrahydroisoquinoline